(2R,3R,4R,5S,6S)-3,4,5-tri(benzyloxy)-2-((benzyloxy)methyl)-6-(4-chloro-3-(4-ethoxybenzyl)phenyl)cyclohexanone C(C1=CC=CC=C1)O[C@@H]1[C@H](C([C@H]([C@@H]([C@H]1OCC1=CC=CC=C1)OCC1=CC=CC=C1)C1=CC(=C(C=C1)Cl)CC1=CC=C(C=C1)OCC)=O)COCC1=CC=CC=C1